8,8'-((((1R,3R)-3-hydroxycyclobutyl)-methyl)azanediyl)-bis(N,N-didecyl-octanamide) OC1CC(C1)CN(CCCCCCCC(=O)N(CCCCCCCCCC)CCCCCCCCCC)CCCCCCCC(=O)N(CCCCCCCCCC)CCCCCCCCCC